bis(3,5-difluoro-2-(pyridin-2-yl)phenyl)(picolinoyloxy)iridium FC=1C(=C(C=C(C1)F)[Ir](OC(C1=NC=CC=C1)=O)C1=C(C(=CC(=C1)F)F)C1=NC=CC=C1)C1=NC=CC=C1